tert-butyl N-(6-bromo-4-(trifluoromethyl)pyridin-2-yl)carbamate BrC1=CC(=CC(=N1)NC(OC(C)(C)C)=O)C(F)(F)F